(2R,5S)-2,5-dimethyl-2,3,4,5-tetrahydropyrido[2,3-f][1,4]oxazepin-7-ol hydrochloride Cl.C[C@H]1OC2=C([C@@H](NC1)C)N=C(C=C2)O